1,1,1-trifluoro-4,4-bis(methylthio)but-3-en-2-one FC(C(C=C(SC)SC)=O)(F)F